3'-(2-oxo-2-(4-oxo-2-(1-phenylcyclopropyl)-3,4,5,7,8,9-hexahydro-6H-pyrimido[5,4-c]azepin-6-yl)ethyl)-[1,1'-biphenyl]-4-carbonitrile O=C(CC=1C=C(C=CC1)C1=CC=C(C=C1)C#N)N1CC2=C(CCC1)N=C(NC2=O)C2(CC2)C2=CC=CC=C2